(4-aminoimidazo[1,5-a]quinoxalin-8-yl)((2R,5S)-5-methyl-2-(2-methylbenzo[d]thiazol-5-yl)piperidin-1-yl)methanone NC=1C=2N(C3=CC(=CC=C3N1)C(=O)N1[C@H](CC[C@@H](C1)C)C=1C=CC3=C(N=C(S3)C)C1)C=NC2